NC1=NN=C(S1)OCC1C(CCC1)O 2-(((5-amino-1,3,4-thiadiazol-2-yl)oxy)methyl)cyclopentan-1-ol